[2,2-dimethyl-1-(2,4,6-trimethylcyclohex-3-en-1-yl) propyl] acetate C(C)(=O)OC(C(C)(C)C)C1C(C=C(CC1C)C)C